4'-Cyanobiphenyl C(#N)C1=CC=C(C=C1)C1=CC=CC=C1